FC=1C=C(C(=C(C#N)C1)C)O 5-Fluoro-3-hydroxy-2-methylbenzonitrile